4,4'-methylenebis-(2-methylcyclohexylamine) C(C1CC(C(CC1)N)C)C1CC(C(CC1)N)C